mono-n-dodecyl sebacate (lauryl sebacate) C(CCCCCCCCCCC)C(C(=O)O)CCCCCCCC(=O)O.C(CCCCCCCCC(=O)O)(=O)OCCCCCCCCCCCC